1,4-dioxo-1,4-dihydronaphthalen-2-yl-2-chlorobenzenesulfonate O=C1C(=CC(C2=CC=CC=C12)=O)OS(=O)(=O)C1=C(C=CC=C1)Cl